C(C)(=O)[C@]1(CC=C(CC1)C)OC(=O)C1C2CC3CC(CC1C3)C2 Adamantane-2-carboxylic acid (S)-1-acetyl-4-methylcyclohex-3-en-1-yl ester